(4-methylphenyl) 2-phenylacetate C1(=CC=CC=C1)CC(=O)OC1=CC=C(C=C1)C